1-(6,7-dihydro-5H-benzo[6,7]cyclohepta[1,2-c]pyridazin-3-yl)-N3-((S)-7-(pyrrolidin-1-yl)-6,7,8,9-tetrahydro-5H-cyclohepta[b]pyridine-3-yl)-1H-1,2,4-triazole-3,5-diamine N1=NC(=CC2=C1C1=C(CCC2)C=CC=C1)N1N=C(N=C1N)NC=1C=C2C(=NC1)CC[C@H](CC2)N2CCCC2